methyl 4-(5-hydroxy-6-methoxyisoindolin-2-yl)-4-oxobutanoate OC=1C=C2CN(CC2=CC1OC)C(CCC(=O)OC)=O